tetramethyl-9H-carbazole-3,6-diamine CC1=C2C=3C(=C(C(=C(C3NC2=CC=C1N)C)C)N)C